methyl 2-methyl-5-(pyrimidin-5-yl)benzoate CC1=C(C(=O)OC)C=C(C=C1)C=1C=NC=NC1